FC1([C@@]2(CCO2)CCN(C1)C1=NC=CC(=N1)NC=1N=CC2=C(N=CC(=C2C1)C(C)C)N1CCC12CNC2)F (S)-N-(2-(5,5-difluoro-1-oxa-7-azaspiro[3.5]Non-7-yl)pyrimidin-4-yl)-5-isopropyl-8-(1,6-diazaspiro[3.3]Hept-1-yl)-2,7-naphthyridin-3-amine